2-(((4-(((2R,3S)-3-((tert-butoxycarbonyl)amino)piperidin-2-yl)methoxy)cyclohexyl)(methyl)carbamoyl)oxy)acetic acid C(C)(C)(C)OC(=O)N[C@@H]1[C@@H](NCCC1)COC1CCC(CC1)N(C(=O)OCC(=O)O)C